FC(OC1=NNC2=CN=C(C(=C21)C2=CC(=C(C=C2)S(=O)(=O)C(F)F)C)C#N)F 3-(difluoromethoxy)-4-(4-((difluoromethyl)sulfonyl)-3-methylphenyl)-1H-pyrazolo[3,4-c]pyridine-5-carbonitrile